BrC1=CC=C2C(=CC(=C(C2=C1)C1=CC=CC=C1)C1=CC=CC=C1)C1=CC=C(C=C1)Br 7-bromo-4-(4-bromophenyl)-1,2-diphenylnaphthalene